FC=1C=C(COC2=CC=C(C=C2)C2=CC3=C(N=CN=C3C=3CCNCC3)N2)C=CC1 6-(4-((3-fluorobenzyl)oxy)phenyl)-4-(1,2,3,6-tetrahydropyridin-4-yl)-7H-pyrrolo[2,3-d]pyrimidine